C1(=CC(=CC(=C1)C(=O)Cl)C(=O)Cl)C(=O)Cl 1,3,5-benzenetricarbonyl trichloride